(4-chloro-5-ethoxy-pyrrolo[2,3-b]pyridin-1-yl)-triisopropyl-silane ClC1=C2C(=NC=C1OCC)N(C=C2)[Si](C(C)C)(C(C)C)C(C)C